CN1C2=C(C=C(C=C2)C3=CN=CS3)C(=CC1=O)NC4CCC(CC4)OCCOC 4-(((1r,4r)-4-(2-methoxyethoxy)cyclohexyl)amino)-1-methyl-6-(thiazol-5-yl)quinolin-2(1H)-one